C(C)S(=O)(=O)C=1C(=NC=C(C1)C1=CC(=CC=C1)C(F)(F)F)C(=O)OCC ethyl 3-(ethylsulfonyl)-5-(3-(trifluoromethyl) phenyl)-2-pyridinecarboxylate